(6-chloro-4,5-dimethylpyridazin-3-yl)(pyridin-3-yl)methanone methyl-2-(2-(4,4-difluoroazepan-1-yl)-7-fluoroquinoline-3-carboxamido)thiazole-5-carboxylate COC(=O)C1=CN=C(S1)NC(=O)C=1C(=NC2=CC(=CC=C2C1)F)N1CCC(CCC1)(F)F.ClC1=C(C(=C(N=N1)C(=O)C=1C=NC=CC1)C)C